O1N=C(C2=C1C=CC=C2)CS(=O)(=O)N benzo[d]isoxazol-3-ylmethanesulfonamide